FC(OC=1C=C(C=NC1OC)C1=CC=2N(C=C1)N=C(C2)NC(=O)NC[C@@H](CO)O)F (S)-1-(5-(5-(difluoromethoxy)-6-methoxypyridin-3-yl)pyrazolo[1,5-A]pyridin-2-yl)-3-(2,3-dihydroxypropyl)urea